(4-((1-ethoxy-2-methyl-1-oxopropan-2-yl)oxy)phenyl)dimethyl-sulfonium triflate [O-]S(=O)(=O)C(F)(F)F.C(C)OC(C(C)(C)OC1=CC=C(C=C1)[S+](C)C)=O